N1N=NC2=NC(=CC=C21)C=2C=C(C(=O)NC1=CC=C(C=C1)CS(=O)(=O)C1=CC=C(C)C=C1)C=CC2 3-(1H-[1,2,3]triazolo[4,5-b]pyridin-5-yl)-N-(4-(tosylmethyl)phenyl)benzamide